ClC1=CC=C(C=C1)C=1C=CC=2N(N1)C=C(N2)CC(=O)OC(C)C isopropyl 2-(6-(4-chlorophenyl)imidazo[1,2-b]pyridazin-2-yl)acetate